C(#N)C=1C(NC2=CN=C(C=C2C1[O-])CC)=O.[K+] potassium 3-cyano-6-ethyl-2-oxo-1,2-dihydro-1,7-naphthyridin-4-olate